2-bromo-1-(4-((5-chloro-4-(4'-fluoro-[1,1'-biphenyl]-3-yl)pyrimidin-2-yl)amino)piperidin-1-yl)ethan-1-one BrCC(=O)N1CCC(CC1)NC1=NC=C(C(=N1)C=1C=C(C=CC1)C1=CC=C(C=C1)F)Cl